O[C@@H](C(=O)OCC=C)CC1=CC=CC=C1 allyl (R)-2-hydroxy-3-phenylpropionate